(2R,4s)-N-(3-tert-butoxyspiro[3.3]heptan-1-yl)-1-[(2R)-2-(4-cyclopropyltriazol-1-yl)-3,3-dimethyl-butyryl]-4-hydroxy-pyrrolidine-2-carboxamide C(C)(C)(C)OC1CC(C12CCC2)NC(=O)[C@@H]2N(C[C@H](C2)O)C([C@@H](C(C)(C)C)N2N=NC(=C2)C2CC2)=O